COC=1C(=NC(=CC1)C1CCOCC1)CC(=O)OC methyl 2-(3-methoxy-6-(tetrahydro-2H-pyran-4-yl)pyridin-2-yl)acetate